C(C)(C)(C)OC(=O)NCCCOC=1C(=CC(=C(C(=O)OC)C1)NC(C#C)=O)OC methyl 5-(3-((tert-butoxycarbonyl)amino)propoxy)-4-methoxy-2-propiolamidobenzoate